3-(2-(tert-butoxycarbonyl)-3-methylbutoxy)azetidine-1-carboxylic acid benzyl ester C(C1=CC=CC=C1)OC(=O)N1CC(C1)OCC(C(C)C)C(=O)OC(C)(C)C